(R)-5-((1-(2-methyl-3-(trifluoromethyl)phenyl)ethyl)amino)-1,2-dihydroimidazo[1,2-a]quinazolin-7-ol CC1=C(C=CC=C1C(F)(F)F)[C@@H](C)NC1=NC=2N(C3=CC=C(C=C13)O)CCN2